BrC=1C=CC(=C(C)C1)Cl 5-bromo-2-chlorotoluene